iron(III) citrate salt C(CC(O)(C(=O)[O-])CC(=O)[O-])(=O)[O-].[Fe+3]